ClC1=C(C(=NC(=N1)C(C)C)N1CCS(CC1)(=O)=O)OC (6-chloro-2-isopropyl-5-methoxypyrimidin-4-yl)-1λ6-thiomorpholine-1,1-dione